(trichloromethyl)pentafluorobenzene ClC(Cl)(Cl)C1=C(C(=C(C(=C1F)F)F)F)F